C(C=C)N1S(C2=C(C3=C1N=CC=C3)N=C(N=C2)NC2=CC=C(C=C2)C(=O)N2CCN(CC2)C)(=O)=O {4-[(6-allyl-5,5-dioxido-6H-pyrido[2,3-c]pyrimido[4,5-e][1,2]thiazin-2-yl)amino]phenyl}(4-methylpiperazin-1-yl)methanone